copper indium phosphosulfide P(=O)(=O)SP(=O)=O.[In].[Cu]